4-[[4-[[(1Z)-2-ethoxy-3,3,3-trifluoro-1-propen-1-yl]oxy]phenyl]methyl]-N-(cyclopropylmethoxy)-2-pyridinecarboxamide C(C)O\C(=C/OC1=CC=C(C=C1)CC1=CC(=NC=C1)C(=O)NOCC1CC1)\C(F)(F)F